CNCCCCN N-methyl-Putrescine